N-(6-((4-(4-chloro-5-cyanothiazol-2-yl)piperazin-1-yl)sulfonyl)pyridazin-3-yl)-2-(N-methylmethylsulfonamido)benzamide ClC=1N=C(SC1C#N)N1CCN(CC1)S(=O)(=O)C1=CC=C(N=N1)NC(C1=C(C=CC=C1)N(S(=O)(=O)C)C)=O